FC1=C(C=C(C=C1)C(=O)N1CCC2(C(N3[C@H](O2)CC[C@H]3C3=CC=CC=C3)=O)CC1)OC (5'S,7a'R)-1-(4-fluoro-3-methoxybenzene-1-carbonyl)-5'-phenyl-tetrahydro-3'H-spiro-[piperidine-4,2'-pyrrolo[2,1-b][1,3]-oxazol]-3'-one